4,4-bis(((Z)-oct-5-en-1-yl)oxy)butanoic acid 7-bromoheptyl ester BrCCCCCCCOC(CCC(OCCCC\C=C/CC)OCCCC\C=C/CC)=O